FC1=C(C=C2C=NNC2=C1)[N+](=O)[O-] 6-fluoro-5-nitro-1H-indazole